5-(Methylamino)-6-(3-methylimidazo[4,5-c]pyridin-7-yl)-3-[4-[rel-(1R)-1-morpholinoethyl]anilino]pyrazin CNC=1N=C(C=NC1C=1C2=C(C=NC1)N(C=N2)C)NC2=CC=C(C=C2)[C@@H](C)N2CCOCC2 |o1:25|